C=1(C(=CC=CC1)S(=O)(=O)[O-])S(=O)(=O)OCCCCCCCCCCCC.[K+] potassium dodecyl benzenedisulfonate